ON(CC1=CC=CC=C1)C(C1=C(C=CC=C1)Br)P(C1=CC=CC=C1)(C1=CC=CC=C1)=O (((hydroxy)benzylamino)(2-bromophenyl)methyl)diphenylphosphine oxide